2-cyclopropylethan C1(CC1)CC